P(=O)(OCCCN1C(N(C=2NC(NC(C12)=O)=O)C[C@@H]([C@H]([C@@H](CO)O)O)O)=O)(O)O 3-{2,6,8-trioxo-9-[(2s,3r,4r)-2,3,4,5-tetrahydroxypentyl]-1,2,3,6,8,9-hexahydro-7h-purin-7-yl}propyl dihydrogen phosphate